ClC=1C=C(C=CC1)C(CO)NC(=O)C1=CN(C=C1C)C1=NC(=NC=C1C)NC1=CC=C(C=C1)F N-(1-(3-chlorophenyl)-2-hydroxy-ethyl)-1-(2-((4-fluoro-phenyl)amino)-5-methyl-pyrimidin-4-yl)-4-methyl-1H-pyrrole-3-carboxamide